C(#N)C1=CC(=C(C=C1)NS(=O)(=O)C1=CN(C=2CC(CCC12)C(C)(C)F)S(=O)(=O)C1=CC=C(C)C=C1)F N-(4-cyano-2-fluorophenyl)-6-(2-fluoropropan-2-yl)-1-tosyl-4,5,6,7-tetrahydro-1H-indole-3-sulfonamide